(4S,7S)-N-((R)-chroman-4-yl)-8,8-dimethyl-4-((S)-2-(methylamino)propanamido)-5-oxooctahydropyrrolo[2,1-b][1,3]thiazepine-7-carboxamide hydrochloride Cl.O1CC[C@H](C2=CC=CC=C12)NC(=O)[C@@H]1C(CC2SCC[C@@H](C(N21)=O)NC([C@H](C)NC)=O)(C)C